(2R,3R,11bR)-3-(2,2-dimethylpropyl)-9-[(1-hydroxycyclobutyl)methoxy]-10-methoxy-1H,2H,3H,4H,6H,7H,11bH-pyrido[2,1-a]isoquinolin-2-ol CC(C[C@H]1[C@@H](C[C@H]2N(CCC3=CC(=C(C=C23)OC)OCC2(CCC2)O)C1)O)(C)C